FC=1C=C(CN2CC=3C(N(C=4N(C3CC2)C=CN4)CC4=CC=C(C=C4)F)=O)C=CC1 7-(3-fluorobenzyl)-4-(4-fluorobenzyl)-6,7,8,9-tetrahydroimidazo[1,2-a]pyrido[3,4-e]pyrimidine-5(4H)-one